8-bromo-6-fluoro-1,4,4,9-tetramethyl-4,5-dihydro-[1,2,4]triazolo[4,3-a]quinoxaline BrC1=CC(=C2NC(C=3N(C2=C1C)C(=NN3)C)(C)C)F